C1(=CC=CC=C1)CC[Sn](CCC1=CC=CC=C1)=O di(β-phenylethyl)tin oxide